CO[C@@H]1CN2C(OC1)=C(C=N2)S(=O)(=O)[NH-].[Na+] sodium (R)-((6-methoxy-6,7-dihydro-5H-pyrazolo[5,1-b][1,3]oxazin-3-yl)sulfonyl)amide